C(C=C)C=1C(=C(C=C(C1)C)N1C2=CC=CC=C2C=2C=CC=CC12)OC 9-(3-allyl-2-methoxy-5-methylphenyl)-9H-carbazole